FC(C1=NN=C(O1)C=1C=CC(=NC1)CN(S(=O)(=O)N1CCSCC1)C1=CC(=CC=C1)F)F N-[[5-[5-(difluoromethyl)-1,3,4-oxadiazol-2-yl]pyridin-2-yl]methyl]-N-(3-fluorophenyl)thiomorpholin-4-sulfonamide